Nα-(((9H-fluoren-9-yl)methoxy)carbonyl)-1-((6-fluoropyridin-3-yl)methyl)-Nα-methyl-L-tryptophan C1=CC=CC=2C3=CC=CC=C3C(C12)COC(=O)N([C@@H](CC1=CN(C2=CC=CC=C12)CC=1C=NC(=CC1)F)C(=O)O)C